NC1=NC2=CC=CC=C2C=C1C#N 2-aminoquinoline-3-carbonitrile